N1CCC(CC1)C1=C(C=CC=C1)S(=O)(=O)N (piperidin-4-yl)benzenesulfonamide